CN(C)CCCCCCCCCCCCCCCCCC N,N-dimethylstearylamine